4-(2-acryloyloxy-butoxy)benzophenon C(C=C)(=O)OC(COC1=CC=C(C(=O)C2=CC=CC=C2)C=C1)CC